CC1=CC[C@H](CC1)C(=C)CCC=C(C)C (S)-beta-bisabolene